COC=1C=C2N=CC=3N(C(N4[C@@H](COC(=C2C34)C1C=1C=NC(=CC1)OCCCN1CCCCC1)C)=O)C (R)-6-methoxy-2,10-dimethyl-7-(6-(3-(piperidin-1-yl)propoxy)pyridin-3-yl)-9,10-dihydro-8-oxa-2,4,10a-triazanaphtho[2,1,8-cde]azulen-1(2H)-one